[3,4'-bipiperidine]-1-carboxylic acid tert-butyl ester C(C)(C)(C)OC(=O)N1CC(CCC1)C1CCNCC1